NC=1C(=NC(=CC1C)Cl)C(=O)O 3-amino-6-chloro-4-methylpicolinic acid